(6-Aminopyridazin-3-yl)piperidine-1-carboxylic acid tert-butyl ester C(C)(C)(C)OC(=O)N1C(CCCC1)C=1N=NC(=CC1)N